FC(C[C@H](C(=O)NC1=NC=CC(=C1)C1=C(C2=NC(=C(C=C2N1)C)F)C1=NC=CC=C1)C1=CC=C(C=C1)F)F (2S)-4,4-Difluoro-N-{4-[5-fluoro-6-methyl-3-(pyridin-2-yl)-1H-pyrrolo[3,2-b]pyridin-2-yl]pyridin-2-yl}-2-(4-fluorophenyl)butanamid